3-azido-N,N-dimethylpropan-1-amine N(=[N+]=[N-])CCCN(C)C